2-([1,1'-biphenyl]-2-yl-(isopropyl)amino)-2-oxoacetic acid C1(=C(C=CC=C1)N(C(C(=O)O)=O)C(C)C)C1=CC=CC=C1